[Zn].[Ge] germanium-zinc